N1(C=NC=C1)CC1=CC=C(C=C1)C(C(=O)OCC)C ethyl 4-(1H-imidazolylmethyl)-phenylpropionate